BrC=1C=NN2C1N=C(C(=C2)OC)OC[C@H]2N(C[C@@H](C2)OC)C(=O)OC(C)(C)C tert-butyl (2S,4R)-2-(((3-bromo-6-methoxypyrazolo[1,5-a]pyrimidin-5-yl)oxy)methyl)-4-methoxypyrrolidine-1-carboxylate